ClC=1C=C(C=C(C1)C#N)C(C)(C)C1=CC=C(OCC2=NC(=NC=C2)N2CCN(CC2)C2CCN(CC2)C2CC3(C2)CCN(CC3)C(=O)OC(C)(C)C)C=C1 tert-butyl 2-(4-(4-(4-((4-(2-(3-chloro-5-cyanophenyl)propan-2-yl)phenoxy)methyl)pyrimidin-2-yl)piperazin-1-yl)piperidin-1-yl)-7-azaspiro[3.5]nonane-7-carboxylate